(S)-3,4-dichloro-N-(3-(1-oxo-1-((3-(trifluoromethyl)phenyl)amino)propan-2-yl)bicyclo[1.1.1]pentan-1-yl)benzamide ClC=1C=C(C(=O)NC23CC(C2)(C3)[C@@H](C(NC3=CC(=CC=C3)C(F)(F)F)=O)C)C=CC1Cl